C(\C=C\C1=CC=C(C=C1)O)(=O)C(C(=O)O)(C)N coumaroyl-aminopropionic acid